7-(tert-butyl)-5-methyl-2-phenylbenzoxazole C(C)(C)(C)C1=CC(=CC=2N=C(OC21)C2=CC=CC=C2)C